C1C(CC12CCNCC2)N2N=NC(=C2C)C=2C=C(C=1N(C2)N=CC1C#N)OC(CO)C1=NC=C(C=C1)F 6-[1-(7-azaspiro[3.5]nonan-2-yl)-5-methyl-triazol-4-yl]-4-[1-(5-fluoro-2-pyridyl)-2-hydroxy-ethoxy]pyrazolo[1,5-a]pyridine-3-carbonitrile